benzyl (2S,4S)-2-(hydroxymethyl)-4-(4-(trifluoromethyl)phenoxy)pyrrolidine-1-carboxylate OC[C@H]1N(C[C@H](C1)OC1=CC=C(C=C1)C(F)(F)F)C(=O)OCC1=CC=CC=C1